Tert-butyl 5-(5-chloro-2,3-difluoro-4-formylphenyl)-3,6-dihydropyridine-1(2H)-carboxylate ClC=1C(=C(C(=C(C1)C1=CCCN(C1)C(=O)OC(C)(C)C)F)F)C=O